CC=1C=C(C=CC1)OC 3-methyl-anisole